C(\C=C/C(=O)O)(=O)O.C(\C=C/C(=O)O)(=O)O.N1CCNCC1 piperazine dimaleate